[Cl-].C(C1=CC=CC=C1)[N+](CC)(CC)CC N-benzyl-N,N-diethyl-ethyl-ammonium chloride